2-(1H-imidazol-1-yl)-N-(pyridin-3-yl)-5H-pyrrolo[3,2-d]pyrimidine-4-carboxamide N1(C=NC=C1)C=1N=C(C2=C(N1)C=CN2)C(=O)NC=2C=NC=CC2